NC12CC(C1)(C2)NC(=O)C2COC1=C(O2)C=C(C(=C1)Cl)Cl N-(3-aminobicyclo[1.1.1]pentan-1-yl)-6,7-dichloro-2,3-dihydrobenzo[b][1,4]dioxine-2-carboxamide